3-endo-(8-{2-[[2-(3-fluorophenyl)ethyl]-(2-hydroxyacetyl)amino]-ethyl}-8-azabicyclo[3.2.1]oct-3-yl)-benzamide TFA salt OC(=O)C(F)(F)F.FC=1C=C(C=CC1)CCN(CCN1C2CC(CC1CC2)C=2C=C(C(=O)N)C=CC2)C(CO)=O